CN1N=C(C(=C1)C=1C=C2CNCC2=CC1)C(F)(F)F 5-(1-methyl-3-(trifluoromethyl)-1H-pyrazol-4-yl)isoindoline